C(C)(C)(C)C1=CC2=C(OP(O2)Cl)C=C1 5-(tert-butyl)-2-chlorobenzo[d][1,3,2]dioxaphosphole